N-(3-Cyano-4-methyl-1H-indol-7-yl)-3-fluoro-1-(2-hydroxy-2-methyl-propyl)pyrazol-4-sulfonamid C(#N)C1=CNC2=C(C=CC(=C12)C)NS(=O)(=O)C=1C(=NN(C1)CC(C)(C)O)F